6-(4-(4-fluorophenoxy)phenyl)-4-hydroxypicolinamide FC1=CC=C(OC2=CC=C(C=C2)C2=CC(=CC(=N2)C(=O)N)O)C=C1